CC1=CC=C(C=C1)S(=O)(=O)OS(=O)(=O)C1=CC=C(C)C=C1 para-toluenesulfonic anhydride